N1(CCNCC1)C1=CC=C(C=C1)NS(=O)(=O)C1=CC=CC=C1 N-(4-(piperazin-1-yl)phenyl)benzenesulfonamide